C(C)(C)(C)OC(=O)N1C=C(C2=CC(=CC=C12)CCN1C(C2=CC=CC=C2C1=O)=O)NC(C)=O 5-[2-(1,3-Dioxoisoindol-2-yl)ethyl]-3-acetamido-indole-1-carboxylic acid tert-butyl ester